(S)-N-(1-(6,7-difluoro-4-oxo-3,4-dihydrophthalazin-1-yl)ethyl)-N-ethyl-1H-indole-2-carboxamide FC=1C=C2C(NN=C(C2=CC1F)[C@H](C)N(C(=O)C=1NC2=CC=CC=C2C1)CC)=O